3-(5-((4-(4-amino-3-(4-phenoxyphenyl)-1H-pyrazolo[3,4-d]pyrimidin-1-yl)-3-fluoropiperidin-1-yl)methyl)-1-oxoisoindolin-2-yl)piperidine-2,6-dione NC1=C2C(=NC=N1)N(N=C2C2=CC=C(C=C2)OC2=CC=CC=C2)C2C(CN(CC2)CC=2C=C1CN(C(C1=CC2)=O)C2C(NC(CC2)=O)=O)F